dimethyl (3'-methyl-4-pentyl-[1,1'-biphenyl]-2,6-diyl) bis(((dimethoxyphosphoryl)methyl) phosphonate) COP(=O)(OC)CP(OC)(OC1=C(C(=CC(=C1)CCCCC)OP(OC)(=O)CP(=O)(OC)OC)C1=CC(=CC=C1)C)=O